Cl.NCCNC(\C=C\C=1C=NC=CC1)=O (E)-N-(2-aminoethyl)-3-(pyridin-3-yl)acrylamide hydrochloride